C1(=CC=CC=C1)N1C(NCCC1)=O 3-phenyltetrahydropyrimidin-2(1H)-one